C(C=1C(C(=O)O)=CC=CC1)(=O)OO peroxy-phthalic acid